4-(4,5-dimethyl-1H-benzo[d]imidazol-1-yl)-2-ethyl-2,8-dimethyl-2H-benzo[e][1,3]oxazine CC1=C(C=CC=2N(C=NC21)C2=NC(OC1=C2C=CC=C1C)(C)CC)C